(5-Fluoro-pyridin-2-yl)-[3-(3-hydroxymethyl-2'-isopropyl-biphenyl-4-yl)-pyrrolidin-1-yl]-methanone FC=1C=CC(=NC1)C(=O)N1CC(CC1)C1=C(C=C(C=C1)C1=C(C=CC=C1)C(C)C)CO